Br.C1(OC=CC2=CC=CC=C12)=O isochromen-1-one Hydrobromide